BrC=1C=CC=2N(C3=CC=C(C=C3C2C1)Br)C[C@@H](CN1CCN(CC1)CCOCCOCCC(=O)OC(C)(C)C)O tert-butyl (R)-3-(2-(2-(4-(3-(3,6-dibromo-9H-carbazol-9-yl)-2-hydroxypropyl)piperazin-1-yl)ethoxy)ethoxy)propanoate